1-(3,5-dimethoxyphenyl)-N-[(2-nitrophenyl)methyl]methanamine COC=1C=C(C=C(C1)OC)CNCC1=C(C=CC=C1)[N+](=O)[O-]